C(#N)C1=CN=C2N1N=C(C=C2NC2=CC=CC(=N2)C2=CC=C(C=C2)CNS(=O)(=O)C)N[C@H]2[C@@H](CCCC2)O N-[(4-{6-[(3-Cyano-6-{[(1R,2R)-2-hydroxycyclohexyl]amino}imidazo[1,2-b]pyridazin-8-yl)amino]pyridin-2-yl}phenyl)methyl]methansulfonamid